OC1=C(C(=O)OC)C=C(C=C1)\C=C\CCOS(=O)(=O)C1=CC=C(C)C=C1 methyl (E)-2-hydroxy-5-(4-(tosyloxy)but-1-en-1-yl)benzoate